methyl 4-{[4-({bicyclo[1.1.1]pentan-1-yl}carbamoyl)-3-chloropyridin-2-yl]amino}-3-cyclopropyl-5-fluorobenzoate C12(CC(C1)C2)NC(=O)C2=C(C(=NC=C2)NC2=C(C=C(C(=O)OC)C=C2F)C2CC2)Cl